C12CNCC(CC1)N2C(=O)C2CC2 3,8-diazabicyclo[3.2.1]octan-8-yl(cyclopropyl)methanone